8-(3,4-dichloro-5-fluoro-1H-indole-2-carbonyl)-1-methyl-1,8-diazaspiro[4.5]decan-2-one ClC1=C(NC2=CC=C(C(=C12)Cl)F)C(=O)N1CCC2(CCC(N2C)=O)CC1